FC1=CC(=CC2=CN(N=C12)C)C=1C=C(C(=NC1)C=1N=NC(=CC1)N1C[C@@H](N([C@@H](C1)C)C)C)O 5-(7-fluoro-2-methyl-2H-indazol-5-yl)-2-{6-[(3s,5r)-3,4,5-trimethylpiperazin-1-yl]pyridazin-3-yl}pyridin-3-ol